C12N(CC(NC1)CC2)C=2C1=C(N=C(N2)OC([2H])([2H])C2(CC2)CN2CCCC2)C(=C(N=C1)C1=CC(=CC2=CC=C(C(=C12)CC)F)O)F 4-(4-(2,5-Diazabicyclo[2.2.2]octan-2-yl)-8-fluoro-2-((1-(pyrrolidin-1-ylmethyl)cyclopropyl)methoxy-d2)pyrido[4,3-d]pyrimidin-7-yl)-5-ethyl-6-fluoronaphthalen-2-ol